dihydrodiphenyl-4-isopropoxyphenyl-oxazole C1(CC=CC=C1)C1=C(N=C(O1)C1=CC=C(C=C1)OC(C)C)C1CC=CC=C1